C(C1=CC=CC=C1)OC(=O)N(C1=CC(=C(C=C1)C(C(=O)OCC1=CC=CC=C1)C(=O)C1=NN(C=2CC(CCC12)(C)C)C1OCC1)[N+](=O)[O-])C benzyl 2-(4-{[(benzyloxy) carbonyl] (methyl) amino}-2-nitrophenyl)-3-[6,6-dimethyl-1-(oxetan-2-yl)-5,7-dihydro-4H-indazol-3-yl]-3-oxopropionate